COCCOCCOCCOC.[Y+3] yttrium (III) triglyme